4,6-dihydro-2H-pyrrolo[3,4-c]pyrazole-4-carboxamide N=1NC=C2C1CNC2C(=O)N